OC(C)C=1C(=NC(=CC1)N1C=NC2=C1C=CC(=C2)C=2N=NC(=CC2)C)N2N=C(C=C2C)C#N 1-[3-(1-hydroxyethyl)-6-[5-(6-methylpyridazin-3-yl)benzimidazol-1-yl]-2-pyridinyl]-5-methyl-pyrazole-3-carbonitrile